3-amino-1-(3,3-difluorocyclopentyl)pyridin-2(1H)-one NC=1C(N(C=CC1)C1CC(CC1)(F)F)=O